2-[2-(4-acetyl-phenyl)-benzimidazol-1-yl]-N-cyclohexyl-4-phenyl-butyramide C(C)(=O)C1=CC=C(C=C1)C1=NC2=C(N1C(C(=O)NC1CCCCC1)CCC1=CC=CC=C1)C=CC=C2